CC(COC1=C(OC2=C(C1=O)C=CC=C2)C2=CC=CC=C2)C (2-methylpropyloxy)-2-phenyl-4H-1-benzopyran-4-one